3-(3-Morpholinophenyl)-3-(5-(2-(5,6,7,8-tetrahydro-1,8-naphthyridin-2-yl)-ethoxy)-1H-indazol-1-yl)propanoic acid O1CCN(CC1)C=1C=C(C=CC1)C(CC(=O)O)N1N=CC2=CC(=CC=C12)OCCC1=NC=2NCCCC2C=C1